C(C)(C)C=1C(=CC2=C(NC(N2)=O)C1)C=1C=C(C=2N(C1)N=CN2)OC 6-isopropyl-5-(8-methoxy-[1,2,4]triazolo[1,5-a]pyridin-6-yl)-1,3-dihydro-2H-benzo[d]imidazol-2-one